4-(3,4-dihydro-2H-benzo[b][1,4]thiazine-4-carbonyl)-N-(2-methoxyphenyl)-N-methylbenzenesulfonamide S1C2=C(N(CC1)C(=O)C1=CC=C(C=C1)S(=O)(=O)N(C)C1=C(C=CC=C1)OC)C=CC=C2